2-(cyclopropylthio)-5-(4,4,5,5-tetramethyl-1,3,2-dioxaborolan-2-yl)pyridine tert-butyl-2-(2,6-dibromo-4-formylphenoxy)acetate C(C)(C)(C)OC(COC1=C(C=C(C=C1Br)C=O)Br)=O.C1(CC1)SC1=NC=C(C=C1)B1OC(C(O1)(C)C)(C)C